2-[[5-(4-methylpiperazin-1-yl)pyridin-2-yl]amino]spiro[7,8-dihydropyrazino[5,6]pyrrolo[1,2-d]pyrimidine-9,1'-cyclohexane]-6-one CN1CCN(CC1)C2=CN=C(C=C2)NC3=NC=C4C=C5C(=O)NCC6(N5C4=N3)CCCCC6